OC1=NC(=NN1)CCCCCC1=NNC(=N1)O 3,3'-Pentamethylenebis(5-hydroxy-1,2,4-triazole)